FC1(CC(C1)(C)CN1N=C(C(=C1C(=O)NC1=CC(=[N+](C=C1)[O-])S(=O)(=N)C)C(F)(F)F)C1CC(CC1)(F)F)F 4-(1-((3,3-difluoro-1-methylcyclobutyl)methyl)-3-(3,3-difluorocyclopentyl)-4-(trifluoromethyl)-1H-pyrazole-5-carboxamido)-2-(S-methylsulfonimidoyl)pyridine 1-oxide